N=1C=NN2C1C=C(C=C2)OC2=CC(=C(C=C2C)NC=2C1=C(N=CN2)C=CC(=N1)C1C[C@H]2CC[C@@H](C1)N2C(C(=C)F)=O)F 1-((1R,3r,5S)-3-(4-((4-([1,2,4]triazolo[1,5-a]pyridin-7-yloxy)-2-fluoro-5-methylphenyl)amino)pyrido[3,2-d]pyrimidin-6-yl)-8-azabicyclo[3.2.1]octan-8-yl)-2-fluoroprop-2-en-1-one